C(C)(C)(C)C1=CC=CC(=N1)C1[C@H]2CN(C[C@@H]12)C(=O)OC(C)(C)C tert-Butyl (1R,5S,6r)-6-(6-(tert-butyl)pyridin-2-yl)-3-azabicyclo[3.1.0]hexane-3-carboxylate